C1[C@H]([C@@H]([C@@H](C[C@]1(C(=O)O)O)OC(=O)/C=C/C2=CC(=C(C=C2)O)O)O)O 5-O-Caffeoylquinic acid